FC1(CN(CC1)CC1=NN=C(S1)NC(=O)C1=C(OC(=C1)C1=CC(=CC=C1)C(F)(F)F)C)F N-(5-((3,3-difluoropyrrolidin-1-yl)methyl)-1,3,4-thiadiazol-2-yl)-2-methyl-5-(3-(trifluoromethyl)phenyl)furan-3-carboxamide